perfluoro-1-docosanesulfonate FC(C(C(C(C(C(C(C(C(C(C(C(C(C(C(C(C(C(C(C(C(C(F)(F)F)(F)F)(F)F)(F)F)(F)F)(F)F)(F)F)(F)F)(F)F)(F)F)(F)F)(F)F)(F)F)(F)F)(F)F)(F)F)(F)F)(F)F)(F)F)(F)F)(F)F)(S(=O)(=O)[O-])F